CC(C)(CCCC(CC=O)C)OC(C1=CC=C(C=C1)OC)=O.BrCC(=O)C1=CC=C(C=C1)Br 2-bromo-1-(4-bromophenyl)ethan-1-one 2,6-dimethyl-8-oxooctan-2-yl-4-methoxybenzoate